phenyl-propane-2-imine C1(=CC=CC=C1)CC(C)=N